CC(C)(C)N1N=CC=C1 1-(2-methyl-2-propanyl)-1H-pyrazole